C(C)(C)[C@H]1CC[C@H](CC1)C1N(C(C2(CCNCC2)C2=CC=CC=C12)=O)CC(=O)O 2-(1-(cis-4-isopropylcyclohexyl)-3-oxo-1H-spiro[isoquinoline-4,4-piperidin]-2(3H)-yl)acetic acid